N,N'-(5-amino-3-iminopyridine-2,6(1H,3H)-diylidene)bis(2-tert-butoxy-6,7-dimethylpyrazolo[1,5-a]pyridin-3-amine) NC1=CC(C(NC1=NC=1C(=NN2C1C=CC(=C2C)C)OC(C)(C)C)=NC=2C(=NN1C2C=CC(=C1C)C)OC(C)(C)C)=N